C(C)(C)(C)C1N2C(C3=CC(=C(C=C3C1)C=1C=NC(=NC1)N(C)C)OC)=CC(C(=C2)C(=O)O)=O 6-tert-butyl-9-[2-(dimethylamino)pyrimidin-5-yl]-10-methoxy-2-oxo-6,7-dihydro-2H-pyrido[2,1-a]isoquinoline-3-carboxylic acid